C(C=C(C(=O)OCCCC)CC(=O)OCCCC)(=O)OCCCC tributyl aconitate